4-methyl-3,3-dioxido-1,3,4-oxathiazinan CN1S(COCC1)(=O)=O